6-(pyridin-3-yl)-1,3-oxazin-2-one N1=CC(=CC=C1)C1=CC=NC(O1)=O